[Li].[Zr].[La] lanthanum zirconium lithium